5-(2,2-diethoxyethoxy)pent-2-ynal iron vanadium niobium titanium [Ti].[Nb].[V].[Fe].C(C)OC(COCCC#CC=O)OCC